5-benzyl-1H-1,2,4-triazole C(C1=CC=CC=C1)C1=NC=NN1